1-(4-chloro-1-nitrophenyl)-5,5-difluoro-3-(trifluoromethyl)-4,5,6,7-tetrahydro-1H-indol-4-ol ClC1=CCC(C=C1)([N+](=O)[O-])N1C=C(C=2C(C(CCC12)(F)F)O)C(F)(F)F